C(C1=CC=CC=C1)N(C(C)=O)CC=1C(=NN(C1)C1=CC=CC=C1)C1=CC=C(C=C1)OC N-benzyl-N-{[3-(4-methoxyphenyl)-1-phenyl-1H-pyrazol-4-yl]methyl}acetamide